C(=O)(OCC1C2=CC=CC=C2C2=CC=CC=C12)N[C@@H](CCCC)C(=O)N=[N+]=[N-] Fmoc-L-norleucine-azide